7-(4-(4-(benzo[b]thiophen-4-yl)piperazin-1-yl)butoxy)-1-pivaloylquinolin-2(1H)-one S1C2=C(C=C1)C(=CC=C2)N2CCN(CC2)CCCCOC2=CC=C1C=CC(N(C1=C2)C(C(C)(C)C)=O)=O